1-(2-bromo-5-(3-ethyl-4-((4-fluorobenzyl)amino)-1-methyl-1H-pyrazolo[3,4-d]pyrimidin-6-yl)phenyl)-2,2,2-trifluoroethan-1-ol BrC1=C(C=C(C=C1)C1=NC(=C2C(=N1)N(N=C2CC)C)NCC2=CC=C(C=C2)F)C(C(F)(F)F)O